CC(CC=1C(=C(C=C(C1)CC(C)(C)C)N1N=C2C(=N1)C=CC=C2)O)(C)C 2-[3,5-bis(2,2-dimethylpropyl)-2-hydroxyphenyl]benzotriazole